8-(2-octylcyclopropyl)octanoic acid C(CCCCCCC)C1C(C1)CCCCCCCC(=O)O